S(=O)(=O)(O)C1=C(C=CC2=CC=C(C=C2)C2=CC=C(C=C2)C=CC2=C(C=CC=C2)S(=O)(=O)O)C=CC=C1.[Na].[Na] disodium 4,4'-bis-(2-sulfostyryl)biphenyl